2-((3,4-Dihydroisoquinolin-2(1H)-yl)methyl)-5-(1-(2-(methylsulfonyl)-2-azaspiro[3.3]heptan-6-yl)ethoxy)-4H-pyran-4-one C1N(CCC2=CC=CC=C12)CC=1OC=C(C(C1)=O)OC(C)C1CC2(CN(C2)S(=O)(=O)C)C1